5-((2-(cyclopropylmethyl)-1,2,3,4-tetrahydroisoquinolin-7-yl)(methyl)amino)-1-isobutylpyridin-2(1H)-one C1(CC1)CN1CC2=CC(=CC=C2CC1)N(C=1C=CC(N(C1)CC(C)C)=O)C